BrCCCCOC1=C2CN(C(C2=CC=C1)=O)C1C(NC(CC1)=O)=O 3-(4-(4-bromobutoxy)-1-oxoisoindolin-2-yl)piperidine-2,6-dione